C(C)(C)C=1C=C(C)C=C(C1)C(C)C 3,5-diisopropyltoluene